1-(3-cyclopropyl-4-fluorophenyl)-N-{[(2R)-pyrrolidin-2-yl]methyl}cyclobutan-1-amine C1(CC1)C=1C=C(C=CC1F)C1(CCC1)NC[C@@H]1NCCC1